[7,7-dimethyl-8-oxo-8-(4-pentylnonoxy)octyl] (2S)-4-hydroxy-1-(6-oxo-6-undecoxy-hexyl)pyrrolidine-2-carboxylate OC1C[C@H](N(C1)CCCCCC(OCCCCCCCCCCC)=O)C(=O)OCCCCCCC(C(OCCCC(CCCCC)CCCCC)=O)(C)C